sodium palmitate sodium stearate C(CCCCCCCCCCCCCCCCC)(=O)[O-].[Na+].C(CCCCCCCCCCCCCCC)(=O)[O-].[Na+]